(1R,2R)-N,N-dibenzyldiphenyl-1,2-diphenyl-1,2-ethylenediamine C(C1=CC=CC=C1)N([C@@H]([C@H](N(C1=CC=CC=C1)C1=CC=CC=C1)C1=CC=CC=C1)C1=CC=CC=C1)CC1=CC=CC=C1